N-(4-chlorobenzyl)-1,3,4-thiadiazol-2-amine ClC1=CC=C(CNC=2SC=NN2)C=C1